COC([C@H]([C@H]([C@@H]([C@H](C(=O)Br)O)O)O)O)=O bromoglucuronic acid methyl ester